BrC1=CC=C(C=C1)C1=NC2=C(C=CC=C2C(N1)C(C)C)Cl 2-(4-bromophenyl)-8-chloro-4-isopropyl-3,4-dihydroquinazoline